CC(C(CNC(=N)N)C(C)(C)C)(C)C hexamethyl-isobutyl-guanidine